9,10-dibromo-2,6-diphenylanthracene BrC=1C2=CC=C(C=C2C(=C2C=CC(=CC12)C1=CC=CC=C1)Br)C1=CC=CC=C1